C(C)(C)(C)OC(=O)C1(CC1)N1N=CC(=C1)I 1-(4-iodo-1H-pyrazol-1-yl)cyclopropane-1-carboxylic acid tert-butyl ester